tri(hexadecanol) phosphite P(O)(O)O.C(CCCCCCCCCCCCCCC)O.C(CCCCCCCCCCCCCCC)O.C(CCCCCCCCCCCCCCC)O